C(C)(C)[C@H]1CC[C@H](CC1)OC[C@@H]1N(CCC[C@@H]1NS(=O)(=O)C)C(=O)C=1C=NC=CC1 N-(cis-2-(((cis-4-isopropylcyclohexyl)oxy)methyl)-1-(pyridin-3-ylcarbonyl)piperidin-3-yl)methanesulfonamide